indoline-one N1C(CC2=CC=CC=C12)=O